spiro[5H-furo[3,4-d]pyrimidine-7,1'-cyclopentane]-2-carboxamide C12(CCCC1)OCC1=C2N=C(N=C1)C(=O)N